ClC=1C=C2C(=NC(=NC2=C(C1C1=C(C=CC=C1O)F)F)OC[C@H]1N(CCC1)C)N1CC2(CN(C2)C(C=C)=O)CC1 1-(6-(6-chloro-8-fluoro-7-(2-fluoro-6-hydroxyphenyl)-2-(((S)-1-methylpyrrolidin-2-yl)methoxy)quinazolin-4-yl)-2,6-diazaspiro[3.4]oct-2-yl)prop-2-en-1-one